1-(3-methoxybenzyl)-2-oxo-1,2,3,4-tetrahydroquinolin COC=1C=C(CN2C(CCC3=CC=CC=C23)=O)C=CC1